C(OCCC1=C(ONC12CCN(CC2)OC)C2=C(C=CC(=C2)C)C)([O-])=O 3-(2,5-dimethylphenyl)-8-methoxy-2-oxa-1,8-diazaspiro[4.5]-3-decen-4-ylethyl carbonate